5-(4-fluoroindolin-5-yl)-7-(1-methylpiperidin-4-yl)-7H-pyrrolo[2,3-d]pyrimidin-4-amine FC1=C2CCNC2=CC=C1C1=CN(C=2N=CN=C(C21)N)C2CCN(CC2)C